C1(=CC=CC=C1)C=1C(=NC=CC1)OC=1C=C(C=C(C(=O)OC)C1)C(=O)OC dimethyl 5-((3-phenylpyridin-2-yl)oxy)isophthalate